SC(CC(=O)OCCN1C(N(C(N(C1=O)CCOC(CC(C)S)=O)=O)CCOC(CC(C)S)=O)=O)C 1,3,5-tris(3-mercaptobutyryloxyethyl)-1,3,5-triazine-2,4,6(1H,3H,5H)trione